(S)-2-(tert-butoxy)-2-(7-(4-chlorophenyl)-2-(3-(1-((1r,3r)-3-hydroxycyclobutyl)piperidin-4-yl)-1-methyl-1H-pyrazolo[4,3-b]pyridin-5-yl)-5-methylbenzo[d]thiazol-6-yl)acetic acid C(C)(C)(C)O[C@H](C(=O)O)C1=C(C2=C(N=C(S2)C2=CC=C3C(=N2)C(=NN3C)C3CCN(CC3)C3CC(C3)O)C=C1C)C1=CC=C(C=C1)Cl